5-Chloro-2-methoxy-6'-methyl-N-(5-picolinyl-5,6-dihydro-4H-pyrrolo[3,4-d]thiazol-2-yl)-[3,4'-bipyridine]-3'-carboxamide ClC=1C=C(C(=NC1)OC)C1=C(C=NC(=C1)C)C(=O)NC=1SC2=C(N1)C(NC2)CC=2C=CC=NC2